NC=1C2=C(N=CN1)N(C=C2C2=CC=C(C=C2)NC(=O)C2=CN(C(=C(C2=O)C2=CC=C(C=C2)F)C#N)C2CCC2)C2CCN(CC2)C(C(C)C)=O N-(4-(4-amino-7-(1-isobutyrylpiperidin-4-yl)-7H-pyrrolo[2,3-d]pyrimidin-5-yl)phenyl)-6-cyano-5-(4-fluorophenyl)-1-cyclobutyl-4-oxo-1,4-dihydropyridine-3-carboxamide